N-(2-(methoxymethyl)-1H-pyrrolo[3,2-c]pyridin-6-yl)-1-methyl-1H-pyrazole-4-carboxamide COCC1=CC=2C=NC(=CC2N1)NC(=O)C=1C=NN(C1)C